C1(CC1)NCC1=CC=C(C=C1)C#CC1=CC=C(C(=O)N[C@@H](C(C)(C)NC(OC(C)(C)C)=O)C(=O)NO)C=C1 tert-butyl (S)-(3-(4-((4-((cyclopropylamino)methyl)phenyl)ethynyl)benzamido)-4-(hydroxyamino)-2-methyl-4-oxobutan-2-yl)carbamate